N-(4-chlorophenyl)-5,5-difluoro-1-(3-(furan-2-yl)benzoyl)piperidine-3-carboxamide ClC1=CC=C(C=C1)NC(=O)C1CN(CC(C1)(F)F)C(C1=CC(=CC=C1)C=1OC=CC1)=O